FC(C1=C2OC=3C=CC=C(C[C@@H]4N(C(COC(C=C1)=N2)=O)C[C@@H]([C@@H]4NS(=O)(=O)CC)F)C3)F N-[(15aS,16R,17S)-7-(difluoromethyl)-17-fluoro-1-oxo-1,2,15a,16,17,18-hexahydro-15H-4,8-(azeno)-14,10-(metheno)pyrrolo[1,2-d][1,12,4]dioxazacycloheptadecin-16-yl]ethanesulfonamide